BrC=1C=C2C(=NN(C2=CC1)C(=O)OC(C)(C)C)N(C)C(=O)OC(C)(C)C tert-butyl 5-bromo-3-[tert-butoxycarbonyl (methyl) amino]indazole-1-carboxylate